O=C1N(C(=C2N1CCNC2)C(=O)N[C@@H](C)C2=C(C=CC=C2)N2N=CC=C2)C2=CC=C(C=C2)N2N=CC=C2 |r| 3-oxo-2-(4-pyrazol-1-ylphenyl)-N-[rac-(1S)-1-(2-pyrazol-1-ylphenyl)ethyl]-6,8-dihydro-5H-imidazo[1,5-a]pyrazine-1-carboxamide